2-amino-4-bromo-3-fluoro-5-(trifluoromethyl)benzoate NC1=C(C(=O)[O-])C=C(C(=C1F)Br)C(F)(F)F